N-(4-hydroxy-3,5-dimethylbenzyl)-N-isopropyl-4-methyl-2-(2,4,5-trifluoro-3-hydroxyphenyl)thiazole-5-carboxamide OC1=C(C=C(CN(C(=O)C2=C(N=C(S2)C2=C(C(=C(C(=C2)F)F)O)F)C)C(C)C)C=C1C)C